C1(=CC=CC=C1)/C=C/C1CNC2C(O1)CCC2 [(1E)-2-phenylethenyl]-octahydrocyclopenta[b][1,4]oxazine